Cl.FC1=C(C(=CC(=C1)S(=O)(=O)N1C[C@H](CC1)F)F)C1=NC2=CC(=CC=C2C(=C1F)C)CCCNC 3-(2-{2,6-difluoro-4-[(3S)-3-fluoro-pyrrolidine-1-sulfonyl]phenyl}-3-fluoro-4-methylquinolin-7-yl)-N-methylpropan-1-amine hydrochloride